CC1(C(C(=C[C@]2(CCN(C2)C(=O)C=2N=C(SC2)C)C1)C#N)=O)C (5R)-9,9-dimethyl-2-(2-methyl-1,3-thiazole-4-carbonyl)-8-oxo-2-azaspiro[4.5]dec-6-ene-7-carbonitrile